4-(6-(bromomethyl)-2-chloro-5-nitropyrimidin-4-yl)piperazine-1-carboxylic acid tert-butyl ester C(C)(C)(C)OC(=O)N1CCN(CC1)C1=NC(=NC(=C1[N+](=O)[O-])CBr)Cl